tert-butyl (S)-3',7'-dimethyl-6',7'-dihydrospiro[piperidine-4,4'-pyrazolo[5,1-c][1,4]oxazine]-1-carboxylate CC=1C=NN2C1C1(OC[C@@H]2C)CCN(CC1)C(=O)OC(C)(C)C